[Cl-].N1=C(N=CC=C1)N1N=CN=C1C(C)[NH3+] 1-(2-pyrimidin-2-yl-1,2,4-triazol-3-yl)ethylammonium chloride